ClC1=C(OC2=C(C=CC3=C2NC(=NS3(=O)=O)NCC3=CC=C(C=C3)F)F)C=CC=C1 5-(2-chlorophenoxy)-6-fluoro-3-((4-fluorobenzyl)amino)-4H-benzo[e][1,2,4]thiadiazine 1,1-dioxide